C1=C(C=CC2=CC=CC=C12)C1=NN(C2=NC(=NC(=C21)C#N)SC)COCC[Si](C)(C)C 3-(naphthalene-2-yl)-6-(methylthio)-1-((2-(trimethylsilyl)ethoxy)methyl)-1H-pyrazolo[3,4-d]pyrimidine-4-Nitrile